CC=1C=C(C=CC1C)N1N=C(C=2C=NC=3C=CC=CC3C21)C2=CC=C(C=C2)N2CCOCC2 1-(3,4-dimethylphenyl)-3-(4-morpholin-4-ylphenyl)-1H-pyrazolo[4,3-c]quinoline